2-methoxyethyl 5-{2-[2-(7-methylquinoline-8-sulfonamido)phenyl]ethynyl}pyridine-2-carboxylate CC1=CC=C2C=CC=NC2=C1S(=O)(=O)NC1=C(C=CC=C1)C#CC=1C=CC(=NC1)C(=O)OCCOC